CN1N=C(N=C1)NC1=CC(C1=O)=O 4-((1-methyl-1H-1,2,4-triazol-3-yl)amino)cyclobut-3-ene-1,2-dione